5-(6-exo-hydroxy-3-phenyl-3a-(1-phenylvinyl)-1,3a,4,5,6,6a-hexahydropentalen-2-yl)pentyl (2-(trimethylammonio)ethyl) phosphate P(=O)(OCCCCCC=1CC2C(CCC2(C1C1=CC=CC=C1)C(=C)C1=CC=CC=C1)O)(OCC[N+](C)(C)C)[O-]